BrC1=NN2C(C(=C(C=C2)Cl)CBr)=C1C(=O)OC methyl bromo-4-(bromomethyl)-5-chloro-pyrazolo[1,5-a]pyridine-3-carboxylate